FC1=CC=C(C=C1)N1C(=NC(=C(C1=O)C(=O)O)C)C 1-(4-fluorophenyl)-2,4-dimethyl-6-oxo-1,6-dihydropyrimidine-5-carboxylic acid